2-((4-chlorophenoxy)methyl-1H-imidazol-1-yl)-1-(3-(4-chlorophenoxy)propyl)piperidine ClC1=CC=C(OCC=2N(C=CN2)C2N(CCCC2)CCCOC2=CC=C(C=C2)Cl)C=C1